NC1=NC2=NC=CN=C2C(=N1)N 2,4-DIAMINOPTERIDIN